BrC1=CC=C2C=CC(=NC2=C1)C(=O)N 7-bromoquinoline-2-carboxamide